2-chloro-4-(4-(naphthalene-1-yl)phenyl)quinazoline ClC1=NC2=CC=CC=C2C(=N1)C1=CC=C(C=C1)C1=CC=CC2=CC=CC=C12